C(C)(C)OP(O)(=O)CCC(=O)NO (3-(hydroxyamino)-3-oxopropyl)phosphonic acid hydrogen isopropyl ester